N1=C(C=C2N1CCCC2)CO (4,5,6,7-Tetrahydropyrazolo[1,5-a]pyridin-2-yl)methanol